(6-(3-(trifluoromethyl)-5,6-dihydro-[1,2,4]triazolo[4,3-a]pyrazin-7(8H)-yl)pyridazin-3-yl)methanamine FC(C1=NN=C2N1CCN(C2)C2=CC=C(N=N2)CN)(F)F